C1N(CC2=CC=CC=C12)CC=1C=CC(=C(C#N)C1)OCC1CCN(CC1)S(=O)(=O)C 5-(Isoindolin-2-ylmethyl)-2-((1-(methylsulfonyl)piperidin-4-yl)methoxy)-benzonitrile